C(=O)C(CCBr)CCBr 3-formyl-1,5-dibromopentane